C1(CC1)OC=1C=CC(=C(C(=O)N)C1)C=O 5-CYCLOPROPOXY-2-FORMYLBENZAMIDE